NC=1C=2N(C=CN1)C(=CN2)C(C2=C(C=NC(=C2)C2=CC(=C(C=C2)OC)F)N2CC(CCC2)(C(NC)=O)NC(OC(C)(C)C)=O)O tertbutyl (1-(4-((8-aminoimidazo[1,2-a]pyrazin-3-yl)(hydroxy)methyl)-6-(3-fluoro-4-methoxyphenyl)pyridin-3-yl)-3-(methylcarbamoyl)piperidin-3-yl)carbamate